Methyl (Z)-1-(4-amino-2-fluorobut-2-en-1-yl)-4-(2-methyl-5-((trifluoromethyl)sulfonyl)phenyl)-1H-benzo[d]imidazole-6-carboxylate NC\C=C(\CN1C=NC2=C1C=C(C=C2C2=C(C=CC(=C2)S(=O)(=O)C(F)(F)F)C)C(=O)OC)/F